COC1=C(C=CC(=C1)OC)CN(C1=NC(=C(C(=C1N)N)I)C)CC1=C(C=C(C=C1)OC)OC N2,N2-bis[(2,4-dimethoxyphenyl)methyl]-5-iodo-6-methyl-pyridine-2,3,4-triamine